(R)-4-(3-(4-bromophenoxy)propyl)-2,2-dimethyl-1,3-dioxolane BrC1=CC=C(OCCC[C@H]2OC(OC2)(C)C)C=C1